3-[5-[1-([4-[6-(azetidin-1-yl)-2-methyl-1-oxo-2,7-naphthyridin-4-yl]-2,6-dimethoxyphenyl]methyl)piperidin-4-yl]-1-oxo-3H-isoindol-2-yl]piperidine-2,6-dionecarboxylic acid N1(CCC1)C=1C=C2C(=CN(C(C2=CN1)=O)C)C1=CC(=C(C(=C1)OC)CN1CCC(CC1)C=1C=C2CN(C(C2=CC1)=O)C1C(N(C(CC1)=O)C(=O)O)=O)OC